CC(=O)N[C@@H]1[C@H]([C@@H]([C@H](O[C@H]1O[C@H]2[C@H]([C@H](O[C@H]([C@@H]2O)O[C@@H]3[C@H](OC([C@@H]([C@H]3O)O)O)CO)CO)O)CO)O[C@H]4[C@@H]([C@H]([C@H]([C@H](O4)CO)O)O)O)O The molecule is an amino tetrasaccharide comprising residues of galactose, N-acetylglucosamine, galactose and glucose in a linear sequence, all joined by beta-linkages. It is an amino tetrasaccharide and a glucosamine oligosaccharide.